C(C)(C)(C)OC(=O)C12CC(C(CC1)(CC2)NC(=O)OCC2=CC=CC=C2)=O 4-(((benzyloxy)carbonyl)amino)-3-oxobicyclo[2.2.2]octane-1-carboxylic acid tert-butyl ester